3-(1-isopropyl-3-(trifluoromethyl)-1H-pyrazol-5-yl)cyclopentanone C(C)(C)N1N=C(C=C1C1CC(CC1)=O)C(F)(F)F